1-[1-(cyclopentylmethyl)-5-{[(2,5-difluorophenyl)(2H2)methyl]oxy}-1H-pyrazol-3-yl]-N-methylmethanamine C1(CCCC1)CN1N=C(C=C1OC([2H])([2H])C1=C(C=CC(=C1)F)F)CNC